6-(6-methyl-3-{1-[(1-methylcyclohexyl)methyl]-1H-pyrazol-4-yl}pyridin-2-yl)-1H-indazole CC1=CC=C(C(=N1)C1=CC=C2C=NNC2=C1)C=1C=NN(C1)CC1(CCCCC1)C